rac-N-(2-hydroxy-2-methylpropyl)-5-(3-((1R,2R)-2-hydroxy-4,4-dimethyl-1,2,3,4-tetrahydronaphthalen-1-yl)ureido)-3-methyl-6-phenylpyridinecarboxamide OC(CNC(=O)C1=NC(=C(C=C1C)NC(=O)N[C@H]1[C@@H](CC(C2=CC=CC=C12)(C)C)O)C1=CC=CC=C1)(C)C |r|